P(O)(O)O.CC1=CC=CC(=C1)C.CC1=CC=CC(=C1)C.CC1=CC=CC(=C1)C tris(2,4-dimethylbenzene) phosphite